FC1=NC=C2N1C1=C(OC2)C=CC(=C1)C(=O)NC1=CC(=CC=C1)C1=NN=CN1C(C)C fluoro-N-(3-(4-isopropyl-4H-1,2,4-triazol-3-yl)phenyl)-4H-benzo[b]imidazo[1,5-d][1,4]oxazine-8-carboxamide